ClC1=C(C(=O)O)C=CC(=C1)S(=O)(=O)C1CCC1 2-chloro-4-(cyclobutylsulfonyl)benzoic acid